C(C)(C)(C)C1=C(C(=NC(=C1)N1CCC(CC1)(C)C)C)N tert-butyl-6-(4,4-dimethylpiperidin-1-yl)-2-methylpyridin-3-amine